N-(4-(aminomethyl)phenyl)-5-tert-butyl-2-hydroxybenzamide hydrochloride Cl.NCC1=CC=C(C=C1)NC(C1=C(C=CC(=C1)C(C)(C)C)O)=O